ClC1=C(C2=C(OC3=C2N=CN=C3NC3CCC3)N=C1C)C 8-chloro-N-cyclobutyl-7,9-dimethyl-pyrido[3',2':4,5]furo[3,2-d]pyrimidin-4-amine